Ethynyldiisopropyl((4-methoxybenzyl)oxy)silane C(#C)[Si](OCC1=CC=C(C=C1)OC)(C(C)C)C(C)C